C(C)(=O)[C@H]1CCC2[C@@]1(C[C@](C1[C@]3(CCC(N(C3=CCC12)CC)=O)C)(C)O)C (4aR,5S,6aS,7S)-7-acetyl-1-ethyl-5-hydroxy-4a,5,6a-trimethyl-1,3,4,4a,4b,5,6,6a,7,8,9,9a,9b,10-tetradecahydro-2H-indeno[5,4-f]-quinolin-2-one